BrC=1C(=NC(=NC1)NC=1C=C2CCN(CC2=CC1)CC(C)O)NC1=C(C(=O)NC)C=CC=C1 2-{5-bromo-2-[2-(2-hydroxy-propyl)-1,2,3,4-tetrahydro-isoquinolin-6-ylamino]-pyrimidin-4-ylamino}-N-methyl-benzamide